(2-(1H-indol-3-yl)-1H-imidazol-4-yl)(3,4,5-tris(methoxy-d3)phenyl)methanone N1C=C(C2=CC=CC=C12)C=1NC=C(N1)C(=O)C1=CC(=C(C(=C1)OC([2H])([2H])[2H])OC([2H])([2H])[2H])OC([2H])([2H])[2H]